N1C=NC2=C1C=CC=C2CN2C(C(=CC(=C2)C(=O)NC2CC2)C(=O)NC)=O 1-((1H-benzo[d]imidazol-4-yl)methyl)-N5-cyclopropyl-N3-methyl-2-oxo-1,2-dihydropyridine-3,5-dicarboxamide